N[C@@H](CN1C(C=2C=C3C(=CC2CC1)N(C(=N3)C=3N(C1=C(C=CC=C1C3)OC[C@H]3NCCOC3)CC3CC3)C)=O)CF 6-((S)-2-amino-3-fluoropropyl)-2-(1-(cyclopropylmethyl)-7-(((S)-morpholin-3-yl)methoxy)-1H-indol-2-yl)-1-methyl-1,6,7,8-tetrahydro-5H-imidazo[4,5-g]isoquinolin-5-one